ClC1=CC(=C(C=C1Cl)O)CN1[C@@H](C[C@H](CC1)CO)C |o1:11,13| 4,5-dichloro-2-(((2R,4S)-rel-4-(hydroxymethyl)-2-methylpiperidin-1-yl)methyl)phenol